FC(C1=CC=C(C=C1)S(=O)(=O)C=CC#N)(F)F 3-[(4-trifluoromethylphenyl)sulphonyl]-2-propenenitrile